CN1N=NC2=C1C=CC(=C2C)C(C(C(=O)O)(C)C)C2=CC(=C(C=C2)C)CN2C[C@H](OC=1C(=NC=3C=CC=CC3C1)C2)CC 3-(1,4-dimethyl-1H-benzo[d][1,2,3]triazol-5-yl)-3-(3-(((R)-2-ethyl-2,3-dihydro-[1,4]oxazepino[6,7-b]quinolin-4(5H)-yl)methyl)-4-methylphenyl)-2,2-dimethylpropionic acid